CC(CC(CC1=CC=CC=C1)=O)C 4-methyl-1-phenyl-2-pentanone